methyl 2-{[(1-{6-[(4-cyano-2-fluorophenyl) methoxy] pyridin-2-yl} piperidin-4-yl) oxy] methyl}-3-[(2S)-oxetan-2-ylmethyl]-1,3-benzodiazole-5-carboxylate C(#N)C1=CC(=C(C=C1)COC1=CC=CC(=N1)N1CCC(CC1)OCC=1N(C2=C(N1)C=CC(=C2)C(=O)OC)C[C@H]2OCC2)F